(4S)-1-(3,5-difluorophenoxy)-5,5-difluoro-3-methanesulfonyl-4H,5H,6H-cyclopenta[c]thiophen-4-ol FC=1C=C(OC=2SC(=C3C2CC([C@H]3O)(F)F)S(=O)(=O)C)C=C(C1)F